CO[C@H]1[C@@H](CC1)NC(=O)C=1C=NN2C1N=C(C=C2NC)NC=2C(N(C=CC2)C2=CC=C1C(=N2)NC(=C1)C)=O N-((1R,2R)-2-methoxycyclobutyl)-5-((1-(2-methyl-1H-pyrrolo[2,3-b]pyridin-6-yl)-2-oxo-1,2-dihydropyridin-3-yl)amino)-7-(methylamino)pyrazolo[1,5-a]pyrimidine-3-carboxamide